FC1=CC(=CC=2N=CNC21)C 4-fluoro-6-methyl-benzimidazole